2-(3-azabicyclo[4.1.0]heptan-3-yl)-N-(3-((4,4-difluoropiperidin-1-yl)sulfonyl)phenyl)nicotinamide C12CN(CCC2C1)C1=C(C(=O)NC2=CC(=CC=C2)S(=O)(=O)N2CCC(CC2)(F)F)C=CC=N1